(R)-4-(2-Amino-4-((1-methoxy-2-methylhexan-2-yl)amino)pyrido[3,2-d]pyrimidin-7-yl)-5-((butyl(methyl)amino)methyl)pyridin-2(1H)-one NC=1N=C(C2=C(N1)C=C(C=N2)C2=CC(NC=C2CN(C)CCCC)=O)N[C@@](COC)(CCCC)C